C(C)[Sn](C(C)C)(CC)CC Tris(ethyl)isopropyl-tin